BrC1=NNC2=C1C=NC=C2 3-bromo-1H-pyrazolo[4,3-c]pyridine